C(C=1C(N)=CC=CC1)(=O)[O-].[Ca+2].C(C=1C(N)=CC=CC1)(=O)[O-].[Na+] sodium anthranilate calcium anthranilate